2-methyl-9,10-bis(2-n-hexadecyl-2-carboxyethyl)carbonyloxyanthracene CC1=CC2=C(C3=CC=CC=C3C(=C2C=C1)OC(=O)CC(CCCCCCCCCCCCCCCC)C(=O)O)OC(=O)CC(C(=O)O)CCCCCCCCCCCCCCCC